O(C1=CC=CC=C1)[C@H]1C[C@H]2C(CNC2)=C1 (3aS,5S,6aR)-5-Phenoxyhexahydrocyclopenta[c]pyrrol